ClC=1C(=NC(=NC1)NC=1C=C(C=NC1)N1C(CCC1)=O)C=1C=C(C=CC1OC)C1=CC=CC=C1 1-(5-((5-chloro-4-(4-methoxy-[1,1'-biphenyl]-3-yl)pyrimidin-2-yl)amino)pyridin-3-yl)pyrrolidin-2-one